((1-(hydroxymethyl)cyclopropyl)methyl)carboxamide OCC1(CC1)CC(=O)N